normal tridecyl acrylate C(C=C)(=O)OCCCCCCCCCCCCC